CC1(OB(OC1(C)C)C=1C=NC(=NC1)[C@]1(COCC1)C#N)C (3R)-3-[5-(4,4,5,5-tetramethyl-1,3,2-dioxaborolan-2-yl)pyrimidin-2-yl]tetrahydrofuran-3-carbonitrile